methyl (1R,6S)-3,4-diazabicyclo[4.1.0]heptane-2-carboxylate trifluoroacetic acid salt FC(C(=O)O)(F)F.[C@@H]12C(NNC[C@H]2C1)C(=O)OC